tert-butyl 4-(2-(4-chloro-2-fluorobenzyl) benzo[d]oxazol-7-yl)-3,6-dihydropyridine-1(2H)-carboxylate ClC1=CC(=C(CC=2OC3=C(N2)C=CC=C3C=3CCN(CC3)C(=O)OC(C)(C)C)C=C1)F